COCCOCCOCCOCCOCCOC(CCCCC(=O)O)=O adipic acid mono-[2-(2-{2-[2-(2-methoxy-ethoxy)-ethoxy]-ethoxy}-ethoxy)-ethyl] ester